[N+](=O)(O)[O-].N(=NC(C)(C)C(N)=N)C(C)(C)C(N)=N 2,2'-azobis(2-amidinopropane) nitrate